tert-butyl (5-bromo-4-chlorothiazol-2-yl)(4-methoxybenzyl)carbamate BrC1=C(N=C(S1)N(C(OC(C)(C)C)=O)CC1=CC=C(C=C1)OC)Cl